C1(CCCCC1)C[C@@H](C(N[C@H](C=O)C[C@H]1C(NCC1)=O)=O)NC(OCC1=CC(=CC=C1)Br)=O 3-Bromobenzyl ((S)-3-cyclohexyl-1-oxo-1-(((S)-1-oxo-3-((S)-2-oxopyrrolidin-3-yl)propan-2-yl)amino)propan-2-yl)carbamate